1-amino(N-ethyl)sulfonamide NC(C)NS(=O)=O